methyl-N-(t-butoxycarbonyl)-L-leucyl-L-phenylalanyl-S-methyl-L-cysteine CN([C@@H](CC(C)C)C(=O)N[C@@H](CC1=CC=CC=C1)C(=O)N[C@@H](CSC)C(=O)O)C(=O)OC(C)(C)C